COC(=O)C=1C=C2C(C=C(OC2=C(C1)Br)N1C[C@H](OCC1)C)=O 8-bromo-2-[(2R)-2-methylmorpholin-4-yl]-4-oxochromene-6-carboxylic acid methyl ester